(3-(4-amino-5-((2-cyclopropyl-4,6-difluorobenzo[d]thiazol-5-yl)ethynyl)-8,9-dihydropyrazino[1',2':1,5]pyrrolo[2,3-d]pyrimidin-7(6H)-yl)pyrrolidin-1-yl)prop-2-en-1-one NC=1C2=C(N=CN1)N1C(=C2C#CC=2C(=CC3=C(N=C(S3)C3CC3)C2F)F)CN(CC1)C1CN(CC1)C(C=C)=O